N1=CN=C2NC=NC2=C1C=1C(=NC=CC1)NC=1C=CC(=C(C1)NC(C1=CC(=C(C=C1)Cl)C(C)(C)C#N)=O)F N-(5-(3-(9H-purin-6-yl)pyridin-2-ylamino)-2-fluorophenyl)-4-chloro-3-(2-cyanopropan-2-yl)benzamid